4-(4-(2-hydroxy-2-methylpropanoyl)benzyl)phenyl-2-methylpropan-1-one OC(C(=O)C1=CC=C(CC2=CC=C(C=C2)C(C(C)C)=O)C=C1)(C)C